3-cyclopropyl-2,2-difluoro-1,3-diphenyl-propan-1-one C1(CC1)C(C(C(=O)C1=CC=CC=C1)(F)F)C1=CC=CC=C1